C(O)Cl methylol chloride